(E)-3-methyl-5-(N-(4-(2-carboxyvinyl)benzyl)-N-phenethylsulfamoyl)benzofuran-2-carboxylic acid CC1=C(OC2=C1C=C(C=C2)S(N(CCC2=CC=CC=C2)CC2=CC=C(C=C2)\C=C\C(=O)O)(=O)=O)C(=O)O